(1s,2r,6s)-2-amino-6-(4-fluoro-1H-indazol-1-yl)cyclohexanol N[C@H]1[C@@H]([C@H](CCC1)N1N=CC2=C(C=CC=C12)F)O